C(C1=CC(O)=C(O)C(O)=C1)(=O)C1=CC=CC=C1 gallophenone